ClC=1C=C(CN2C(=NC3=NC=C(C=C32)N3C=CC=2N=CN=C(C23)OC)C)C=C(C1)F 1-(3-chloro-5-fluorobenzyl)-6-(4-methoxy-5H-pyrrolo[3,2-d]pyrimidin-5-yl)-2-methyl-1H-imidazo[4,5-b]pyridine